CCCCCCCCCCCCCCC(=O)O[C@H](COC(=O)CCC/C=C\C/C=C\C/C=C\C/C=C\C/C=C\CC)COP(=O)(O)OC[C@@H](C(=O)O)N 1-(5Z,8Z,11Z,14Z,17Z-eicosapentaenoyl)-2-pentadecanoyl-glycero-3-phosphoserine